C(CCCCCCCCCCC)CC(CC(=O)O)=O.C(CCCCCCCCCCC)(=O)NCCC(=O)O mono-N-lauroyl-beta-alanine monolauryl-acetoacetate